O[C@@H](COC=1N=C(C2=C(N1)CN(CC2)C2=CC(=CC1=CC=CC=C21)O)N2CCN(CC2)C(C=C)=O)CN2CCOCC2 (R)-1-(4-(2-(2-hydroxy-3-morpholinopropoxy)-7-(3-hydroxynaphthalen-1-yl)-5,6,7,8-tetrahydropyrido[3,4-d]pyrimidin-4-yl)piperazin-1-yl)prop-2-en-1-one